1-(4-(6-chloro-8-fluoro-7-(2-fluoro-6-hydroxyphenyl)-2-((1-(pyrimidin-2-yl)piperidin-4-yl)amino)quinazolin-4-yl)piperazin-1-yl)prop-2-en-1-one ClC=1C=C2C(=NC(=NC2=C(C1C1=C(C=CC=C1O)F)F)NC1CCN(CC1)C1=NC=CC=N1)N1CCN(CC1)C(C=C)=O